1,1,1,2,3,4,5,5,5-nonafluoro-4-(trifluoromethyl)-2-pentene FC(C(=C(C(C(F)(F)F)(C(F)(F)F)F)F)F)(F)F